(E)-N-(2-(6-methoxy-2-oxo-2,3-dihydro-1,3-benzoxazol-3-yl)ethyl)-3-(4-trifluoromethylphenyl)acrylamide COC1=CC2=C(N(C(O2)=O)CCNC(\C=C\C2=CC=C(C=C2)C(F)(F)F)=O)C=C1